(S)-4-fluoro-N-(5-methyl-4-oxo-2,3,4,5-tetrahydrobenzo[b][1,4]oxazepin-3-yl)-1-(pyridin-2-ylmethyl)-1H-pyrazole-3-carboxamide FC=1C(=NN(C1)CC1=NC=CC=C1)C(=O)N[C@@H]1C(N(C2=C(OC1)C=CC=C2)C)=O